13-hydroxy-gamma-tocopherol CC1=C(C=C2CC[C@@](OC2=C1C)(C)CCC[C@H](C)CCC[C@H](C)CCCC(C)CO)O